2-{2'-Ethyl-7'-oxo-6',7'-dihydro-5'H-spiro[cyclopropane-1,4'-thieno[2,3-c]pyridin]-6'-yl}-N-[5-(1H-pyrazol-1-yl)pyrimidin-2-yl]acetamide C(C)C1=CC2=C(C(N(CC23CC3)CC(=O)NC3=NC=C(C=N3)N3N=CC=C3)=O)S1